O=C1C2=C(N=C(N1)CC(C)C1=NC=CC=N1)N(N=C2C#N)C(C)C=2C=NC(=CC2)C(F)(F)F 4-oxo-6-(2-(pyrimidin-2-yl)propyl)-1-(1-(6-(trifluoromethyl)pyridin-3-yl)ethyl)-4,5-dihydro-1H-pyrazolo[3,4-d]pyrimidine-3-carbonitrile